ClC=1C=NC(=NC1)OC1=C2C(=CC(=NC2=CC=C1)C(F)(F)F)CCCC(F)(F)F 5-(5-chloropyrimidin-2-yl)oxy-4-(4,4,4-trifluorobutyl)-2-(trifluoromethyl)quinoline